1-(2-((tert-butyldimethylsilyl)oxy)ethyl)-3-((tetrahydro-2H-pyran-4-yl)oxy)-1H-pyrazol-4-amine [Si](C)(C)(C(C)(C)C)OCCN1N=C(C(=C1)N)OC1CCOCC1